2-(3-bromobicyclo[1.1.1]pentane-1-yl)-2-methylpropanenitrile BrC12CC(C1)(C2)C(C#N)(C)C